Ethyl 2-deoxy-2-trifluoroacetamido-3,4,6-tri-O-acetyl-β-D-galactopyranoside FC(C(=O)N[C@H]1[C@H](OCC)O[C@@H]([C@@H]([C@@H]1OC(C)=O)OC(C)=O)COC(C)=O)(F)F